C(C)(C)CCC=CCC=CCC isopropyl-3,6-nonadiene